4-(2-(2-Chlorothiobenzo[2,3-d]pyrimidin-4-yl)cyclopropyl)benzoic acid ClSC=1N=C(C2=C(N1)C=CC=C2)C2C(C2)C2=CC=C(C(=O)O)C=C2